O1O[SiH2]C=C1 dioxasilol